CC(CCO)CCC=CC 3-methyloct-6-en-1-ol